C(C)(C)(C)OC1=CC=C(C=C1)OS(=O)(=O)C(F)(F)F.[O-]S(=O)(=O)C(F)(F)F.C1(=CC=CC=C1)[SH+]C1=CC=CC=C1 diphenylsulfonium triflate (p-t-butoxyphenyl)triflate